C(C)(C)(C)OC(=O)NC1=C(C=C(C=N1)NC(C(=O)N1[C@H](CC[C@@H](C1)C)C=1CN(CCC1)C(=O)OCC1=CC=CC=C1)=O)C |r| rac-benzyl 3-((2R,5S)-1-(2-((6-((Tert-butoxycarbonyl)amino)-5-methylpyridin-3-yl)amino)-2-oxoacetyl)-5-methylpiperidin-2-yl)-5,6-dihydropyridine-1(2H)-carboxylate